ClC1=C(C(=C(C=C1)C=1N=NN(C1)[C@@H]1[C@H]([C@H](O[C@H]2[C@@H]1OC(OC2)(C)C)CC#C)O)F)F (4aR,6R,7R,8R,8aR)-8-(4-(4-Chloro-2,3-difluorophenyl)-1H-1,2,3-triazol-1-yl)-2,2-dimethyl-6-(prop-2-yn-1-yl)hexahydropyrano[3,2-d][1,3]dioxin-7-ol